Cl.BrC=1C(=C(C=CC1F)NC(=O)[C@H]1NC[C@@H](C1)F)F (2S,4R)-N-(3-bromo-2,4-difluorophenyl)-4-fluoropyrrolidine-2-carboxamide hydrochloride